C(C)OC(C1=C(C=C(C=C1)NC(CN1N=CN=N1)=O)O)=O.C1(=CC=CC=C1)SCCCCSC1=CC=CC=C1 1,4-bis(phenylthio)butane Ethyl-4-(2-(2H-tetrazol-2-yl)acetamido)-2-hydroxybenzoate